ClC1=C(C=C(C=C1)C1=CC(=CC=C1)CC)CC(C(=O)NC1=CC=C(C=C1)C1=NN=CN1C)NC(=O)C=1N(N=CC1)C N-[1-[[2-chloro-5-(3-ethylphenyl)phenyl]methyl]-2-[4-(4-methyl-1,2,4-triazol-3-yl)anilino]-2-oxo-ethyl]-2-methyl-pyrazole-3-carboxamide